N(=[N+]=[N-])N[C@H]1C(O)(O[C@@H]([C@H]([C@@H]1O)O[C@H]1[C@H](O)[C@@H](O)[C@@H](O)[C@H](O1)CO)CO)C(CC)=O N-azido-propionyl-lactosamine